CC=1C(=NC=C(C1)C=1N=CC2=C(OCCN2C2=CC3=C(N(C(N3C)=O)C)C(=C2)C)N1)C(=O)OC methyl 3-methyl-5-(5-(1,3,7-trimethyl-2-oxo-2,3-dihydro-1H-benzo[d]imidazol-5-yl)-6,7-dihydro-5H-pyrimido[4,5-b][1,4]oxazin-2-yl)picolinate